[V].[Cu].[Ti].[Ni].C(C)C1=NC(=CN=C1)CC 2,6-diethyl-Pyrazine nickel-titanium-copper-vanadium